C(#N)C1=C(C=CC(=C1)O)[C@H]([C@@H](C)C=1N(C(C(=C(N1)C(=O)NC=1C=NOC1)O)=O)C)C=1C=NN(C1)C 2-((1s,2r)-1-(2-cyano-4-hydroxyphenyl)-1-(1-methyl-1H-pyrazol-4-yl)propan-2-yl)-5-hydroxy-N-(isoxazol-4-yl)-1-methyl-6-oxo-1,6-dihydropyrimidine-4-carboxamide